phenyl (3-methyl-2,3-dihydrobenzofuran-6-yl)carbamate CC1COC2=C1C=CC(=C2)NC(OC2=CC=CC=C2)=O